CO[Si](C1=CC=CC=C1)(OC)OC trimethoxyphenylsilane